C(=O)O.N1=CC=C(C2=CC=CC=C12)N quinolin-4-amine formate